3'H-dispiro[cyclopropane-1,1'-indene-2',4''-piperidine] N1CCC2(CC1)C1(C3=CC=CC=C3C2)CC1